CC(C(=O)NCCNC(=O)C1=CC=CC(=N1)C1=CC=C2C=CC=C(C2=C1)NC(C=C)=O)C N-[7-(6-{[2-(2-methylpropanamido)ethyl]carbamoyl}pyridin-2-yl)naphthalen-1-yl]prop-2-enamide